ClC=1C=C2CCN([C@H](C2=C(C1)Cl)C)C(=O)[C@@H]1OCCN(C1)C=1C2=C(C=NC1)N=C(O2)NCC(=O)N2CCNCC2 2-((7-((R)-2-((S)-6,8-dichloro-1-methyl-1,2,3,4-tetrahydroisoquinoline-2-carbonyl)morpholino)oxazolo[4,5-c]pyridin-2-yl)amino)-1-(piperazin-1-yl)ethan-1-one